BrC1=CC(=CC(=C1)OC(C)C)[N+](=O)[O-] 1-bromo-3-nitro-5-(propan-2-yloxy)benzene